OCCC1=C(N=C2N(C1=O)C=CC=C2OCC2=CC=CC=C2)C 3-(2-hydroxyethyl)-2-methyl-9-benzyloxy-4H-pyrido[1,2-a]pyrimidin-4-one